3,3,5-trimethyl-2-cyclohexanol CC1(C(CCC(C1)C)O)C